2'-methoxyguanosine 3'-phosphate P(=O)(O)(O)O[C@H]1[C@]([C@@H](O[C@@H]1CO)N1C=NC=2C(=O)NC(N)=NC12)(O)OC